COC=1C(=C(C=CC1)S(=O)(=O)Cl)OC dimethoxybenzene-sulfonyl chloride